C[C@@H]1OCC2([C@@H]1N)CCN(CC2)C=2N=C1C(=NC2)N=C(C=C1)C1=CC=CC=C1 (3s,4s)-3-methyl-8-(6-phenylpyrido[2,3-b]pyrazin-2-yl)-2-oxa-8-azaspiro[4.5]decan-4-amine